C1(=CC=CC2=CC=CC=C12)C1(CC1)C1=C(C(=O)N)C=C(C=C1)OCC1NCCC1 (1-(naphthalen-1-yl)cyclopropyl)-5-(pyrrolidin-2-ylmethoxy)benzamide